(5-(6-(2-methyl-1,4-oxazepan-4-yl)-1H-imidazo[4,5-c]pyridin-2-yl)-1H-pyrrol-3-yl)(2-(trifluoromethyl)phenyl)methanone CC1OCCCN(C1)C1=CC2=C(C=N1)N=C(N2)C2=CC(=CN2)C(=O)C2=C(C=CC=C2)C(F)(F)F